C1=NC=C(C2=CC=CC=C12)N1C(N(C[C@@H]1C#N)C=1N(C(=CN1)C(F)(F)F)COCC[Si](C)(C)C)=O |r| Racemic-3-(isoquinolin-4-yl)-2-oxo-1-(5-(trifluoromethyl)-1-((2-(trimethylsilyl)ethoxy)methyl)-1H-imidazol-2-yl)imidazolidine-4-carbonitrile